FC(C1=NC=C(C=N1)[C@@H](C)NC(C1=CC(=CC(=C1)OC1CCOCC1)C=1SC(=CN1)C)=O)F N-{(1R)-1-[2-(difluoromethyl)pyrimidin-5-yl]ethyl}-3-(5-methyl-1,3-thiazol-2-yl)-5-(tetrahydro-2H-pyran-4-yloxy)benzamide